C(C=C)(=O)N1CCN(CC1)C1=NC(N2C3=C(C(=C(C=C13)C(F)(F)F)C1=C(C=C(C=C1)F)F)SCC1(C2)COC1)=O 8'-(4-acryloylpiperazin-1-yl)-11'-(2,4-difluorophenyl)-10'-(trifluoromethyl)-2'H,4'H,6'H-spiro[oxetane-3,3'-[1,4]thiazepino[2,3,4-ij]quinazolin]-6'-one